ClC=1C=C2C(=NC1OC)C(=CN2)C=2C=NN(C2)C2OCCCC2 6-chloro-5-methoxy-3-(1-(tetrahydro-2H-pyran-2-yl)-1H-pyrazol-4-yl)-1H-pyrrolo[3,2-b]pyridine